ClC1=CC=C(C=C1)C=1N=C2N(C=CC=N2)C1CN1CC2COCC(C1)N2C(=O)OC(C)(C)C tert-Butyl 7-{[2-(4-chlorophenyl)imidazo[1,2-a]pyrimidin-3-yl]methyl}-3-oxa-7,9-diazabicyclo[3.3.1]nonane-9-carboxylate